C(C=C)(=O)NC(CS(=O)(=O)[O-])(C)C.[Na+] sodium 2-acrylamido-2-methylpropanesulfonate